3-[4-(2-hydroxyethyl)piperazin-1-yl]propenamide OCCN1CCN(CC1)C=CC(=O)N